tert-butyl 6-((7-((4-(N-(tert-butoxycarbonyl)cyclobutanesulfonimidoyl)phenyl)amino)-2,6-naphthyridin-1-yl)ethynyl)-3,3-diethyl-2-oxoindoline-1-carboxylate C(C)(C)(C)OC(=O)N=S(=O)(C1CCC1)C1=CC=C(C=C1)NC1=NC=C2C=CN=C(C2=C1)C#CC1=CC=C2C(C(N(C2=C1)C(=O)OC(C)(C)C)=O)(CC)CC